ClC1=CNC2=NC=CC(=C21)OC2=C(C=C(C=C2F)NC=2NC(CCN2)(C)C)F N-{4-[(3-chloro-1H-pyrrolo[2,3-b]pyridin-4-yl)oxy]-3,5-difluorophenyl}-6,6-dimethyl-1,4,5,6-tetrahydropyrimidin-2-amine